C(C1=CC=CC=C1)O[C@@H]1[C@H](N(C[C@@H]([C@H]1OCC1=CC=CC=C1)OCC1=CC=CC=C1)C[C@H]1CN(CCC1)C(=O)OC(C)(C)C)C (S)-tert-butyl 3-(((2R,3R,4R,5S)-3,4,5-tris(benzyloxy)-2-methylpiperidin-1-yl)methyl)piperidine-1-carboxylate